ClC1=CC=C(C=C1)C(NC(=O)[C@@H]1CNC(O1)=O)C=1NC=C(N1)C(F)(F)F (5S)-N-((4-chlorophenyl)(4-(trifluoromethyl)-1H-imidazol-2-yl)methyl)-2-oxooxazolidine-5-carboxamide